ClC1=CC2=C(NC(O[C@@]2(C(F)(F)F)C#CC2CC2)=O)C=C1CCl (S)-6-chloro-7-(chloromethyl)-4-(cyclopropylethynyl)-4-(trifluoromethyl)-1,4-dihydro-2H-benzo[d][1,3]oxazin-2-one